N-[4-Fluoro-2-methyl-5-(5-propan-2-yl-4H-1,2,4-triazol-3-yl)phenyl]-6-methoxypyrazolo[1,5-a]pyridine-3-carboxamide FC1=CC(=C(C=C1C1=NN=C(N1)C(C)C)NC(=O)C=1C=NN2C1C=CC(=C2)OC)C